1-(4-(4-fluorophenyl)-3,4-dihydroquinoxalin-1(2H)-yl)-3-(4-methylpiperazin-1-yl)propan-1-one di-p-toluenesulfonate CC1=CC=C(C=C1)S(=O)(=O)O.CC1=CC=C(C=C1)S(=O)(=O)O.FC1=CC=C(C=C1)N1CCN(C2=CC=CC=C12)C(CCN1CCN(CC1)C)=O